3-((2-(5-amino-1H-indol-3-yl)-2-oxoethyl)amino)-1-(4-fluorobenzyl)-2-oxopyrrolidine NC=1C=C2C(=CNC2=CC1)C(CNC1C(N(CC1)CC1=CC=C(C=C1)F)=O)=O